FC(CO)(F)C=1C=CC(=NC1)C=1C=C2C=CN(C(C2=CC1F)=O)CCC[C@H](C)NC=1C=NNC(C1C(F)(F)F)=O 6-[5-(1,1-difluoro-2-hydroxyethyl)pyridin-2-yl]-7-fluoro-2-[(4S)-4-[[6-oxo-5-(trifluoromethyl)-1H-pyridazin-4-yl]amino]pentyl]isoquinolin-1-one